1-chlorobutyl-pyridine tert-butyl-(5-(difluoromethyl)-6-(2H-1,2,3-triazol-2-yl)pyridin-3-yl)carbamate C(C)(C)(C)N(C(O)=O)C=1C=NC(=C(C1)C(F)F)N1N=CC=N1.ClC(CCC)C1=NC=CC=C1